6-(3-cyclopropylpyrazol-1-yl)-3-nitropyridin-2-amine C1(CC1)C1=NN(C=C1)C1=CC=C(C(=N1)N)[N+](=O)[O-]